C(=O)C1=C2C(=NC(=C1)C(=O)NC1=CC(=CC=C1)C1(CC(C1)C)C1=NN=CN1C)C(CC2)C 4-formyl-7-methyl-N-(3-((1s,3s)-3-methyl-1-(4-methyl-4H-1,2,4-triazol-3-yl)cyclobutyl)phenyl)-6,7-dihydro-5H-cyclopenta[b]pyridine-2-carboxamide